3-benzyloxy-5-chloro-2-iodo-pyridine C(C1=CC=CC=C1)OC=1C(=NC=C(C1)Cl)I